methyl 6-(1-(adamantan-1-ylmethyl)-5-methyl-1H-pyrazol-4-yl)-3-(6-(benzo[d]thiazol-2-ylamino)pyridin-3-yl)-2-oxo-2,3-dihydrooxazolo[4,5-b]pyridine-7-carboxylate C12(CC3CC(CC(C1)C3)C2)CN2N=CC(=C2C)C=2C(=C3C(=NC2)N(C(O3)=O)C=3C=NC(=CC3)NC=3SC2=C(N3)C=CC=C2)C(=O)OC